2-(4-(4-(2,6-dioxopiperidin-3-yl)-2-((fluorosulfonyl)oxy)phenyl)piperazin-1-yl)acetic acid O=C1NC(CCC1C1=CC(=C(C=C1)N1CCN(CC1)CC(=O)O)OS(=O)(=O)F)=O